C(#C)C=1C=C(C=CC1F)N1C(=NOC1=O)C1=NON=C1NCCSC 4-(3-ethynyl-4-fluorophenyl)-3-(4-((2-(methylthio)ethyl)amino)-1,2,5-oxadiazol-3-yl)-1,2,4-oxadiazol-5(4H)-one